BrCC1CCOCC1 4-(bromo-methyl)tetrahydro-2H-pyran